C1(=C(C(=CC(=C1)C)C)N1C(N(C=C1)C1=C(C=C(C=C1C)C)C)=N)C 1,3-dimesitylimidazol-2-imine